1-(2-Hydroxyethyl)-2,2,6,6-tetramethyl-4-hydroxypiperidin OCCN1C(CC(CC1(C)C)O)(C)C